CC=1C=C2C(N3CCCN4N=CC(C2=CC1)=C43)=O 8-methyl-6-oxo-4,5-dihydro-3H,6H-2,2a,5a-triazaaceanthrylen